C[Si](N1C=CC=C1)(C)C 1-Trimethylsilylpyrrole